vinyl-propione C(=C)CCC(CC)=O